FC=1C=CC(=C(CN2C(C=3N(CC2)C=C(C3)C3=CC(=NC=C3C(F)(F)F)NC(C)C)=O)C1)CO 2-(5-fluoro-2-(hydroxymethyl)benzyl)-7-(2-(isopropylamino)-5-(trifluoromethyl)pyridin-4-yl)-3,4-dihydropyrrolo[1,2-a]pyrazin-1(2H)-one